(1'S,3'R)-8-(difluoromethoxy)-3',5'-difluoro-6-(trifluoromethyl)-2'H,3H-spiro[imidazo[1,2-a]pyridine-2,1'-naphthalene]-4'(3'H)-one FC(OC=1C=2N(C=C(C1)C(F)(F)F)C[C@@]1(C[C@H](C(C3=C(C=CC=C13)F)=O)F)N2)F